C1=CC=CC=2C3=CC=CC=C3C(C12)(C=1C=CC(=C(C1)C1=CC=CC=C1)OCCOC1=C(C2=CC=CC=C2C=C1)C1=C(C=CC2=CC=CC=C12)OCCO)C=1C=CC(=C(C1)C1=CC=CC=C1)OCCOC1=C(C2=CC=CC=C2C=C1)C1=C(C=CC2=CC=CC=C12)OCCO 2,2'-{9H-fluorene-9,9-diylbis[([1,1'-biphenyl]-5,2-diyl)oxyethane-2,1-diyloxy[1,1'-binaphthalene]-2',2-diyloxy]}di(ethan-1-ol)